[Si](C)(C)(C(C)(C)C)O[C@H]1CC[C@H](CC1)C(=O)O (cis)-4-[tert-butyl(dimethyl)silyl]oxycyclohexanecarboxylic acid